4-{9-[Methyl-(7H-pyrrolo[2,3-d]pyrimidin-4-yl)amino]-3-azaspiro[5.5]undec-3-yl}-4-oxobutyronitril CN(C1CCC2(CCN(CC2)C(CCC#N)=O)CC1)C=1C2=C(N=CN1)NC=C2